(E)-3-hydroxy-2-isopropyl-5-styrylphenyl dihydrogen phosphate P(=O)(OC1=C(C(=CC(=C1)\C=C\C1=CC=CC=C1)O)C(C)C)(O)O